C(C)(=O)O[C@H]1[C@@H](N(C[C@@H]1OC(=O)OC(C)(C)C)C(=O)OC(C)(C)C)CC1=CC=C(C=C1)C=1SC=CN1 tert-butyl (2S,3S,4S)-3-(acetyloxy)-4-[(tert-butoxycarbonyl)oxy]-2-{[4-(1,3-thiazol-2-yl)phenyl]methyl}pyrrolidine-1-carboxylate